butyl 6-(8-chloro-5-methyl-5,6-dihydro-4H-benzo[f][1,2,4]triazolo[4,3-a][1,4]diazepin-1-yl)-2-azaspiro[3.3]heptane-2-carboxylate ClC=1C=CC2=C(CN(CC=3N2C(=NN3)C3CC2(CN(C2)C(=O)OCCCC)C3)C)C1